ClC1=CC2=C(C=N1)C(=NN2C2=NC(=CC(=C2)OCCOC)[C@@]2(COCC2)OC)C (S)-6-chloro-1-(4-(2-methoxyethoxy)-6-(3-methoxytetrahydrofuran-3-yl)pyridine-2-yl)-3-methyl-1H-pyrazolo[4,3-c]pyridine